C(C)(CC)C1N(C2=CC=CC=C2NC1=O)C(=O)NC1CN(CC1)CCO 2-(sec-butyl)-N-(1-(2-hydroxyethyl)pyrrolidin-3-yl)-3-oxo-3,4-dihydroquinoxaline-1(2H)-carboxamide